C(C)(C)(C)OCC(=O)N1[C@H](CN(CC1)C1=NC=C(C=N1)C=1C=CC=2N=C3COCC4(N3C2N1)COC1=C4C=CC=C1)C 2-(tert-butoxy)-1-((2S)-4-(5-(6',8'-dihydro-2H-spiro[benzofuran-3,9'-pyrido[3',2':4,5]imidazo[2,1-c][1,4]oxazin]-2'-yl)pyrimidin-2-yl)-2-methylpiperazin-1-yl)ethanone